octanoyl-glycine tert-butyl-(3R)-3-[[3-amino-7-(2-fluoro-6-methyl-phenyl)-5-isoquinolyl]oxy]pyrrolidine-1-carboxylate C(C)(C)(C)C1N(CC[C@H]1OC1=C2C=C(N=CC2=CC(=C1)C1=C(C=CC=C1C)F)N)C(=O)O.C(CCCCCCC)(=O)NCC(=O)O